C(C(C)C)NC(\C=C\CCC1=CC=CC=C1)=O (E)-N-isobutyl-5-phenylpent-2-enamide